CC1=NOC(=C1)N methylisoxazol-5-amine